5-cyano-3-(2,2-dimethylpropionylamino)pyridine-2-carboxylic acid methyl ester COC(=O)C1=NC=C(C=C1NC(C(C)(C)C)=O)C#N